(S)-3-cyclopropyl-5-(4-((2-(2-(hydroxymethyl)pyrrolidin-1-yl)pyrrolo[2,1-f][1,2,4]triazin-4-yl)amino)-1H-imidazol-1-yl)-N-methylbenzamide C1(CC1)C=1C=C(C(=O)NC)C=C(C1)N1C=NC(=C1)NC1=NC(=NN2C1=CC=C2)N2[C@@H](CCC2)CO